1-hydroxy-3-(pyrrolidin-1-yl)propan OCCCN1CCCC1